tert-butyl (5-chloro-3-cyanopyrazolo[1,5-a]pyrimidin-7-yl)(4-(pyridin-2-yl)benzyl)carbamate ClC1=NC=2N(C(=C1)N(C(OC(C)(C)C)=O)CC1=CC=C(C=C1)C1=NC=CC=C1)N=CC2C#N